tert-Butyl (S)-3-((((9H-fluoren-9-yl)methoxy)carbonyl)amino)-4-(((3-(5-iodo-2-methoxyphenyl)-2,6-Dioxotetrahydropyrimidin-1(2H)-yl)methyl)amino)-4-oxobutanoate C1=CC=CC=2C3=CC=CC=C3C(C12)COC(=O)N[C@@H](CC(=O)OC(C)(C)C)C(=O)NCN1C(N(CCC1=O)C1=C(C=CC(=C1)I)OC)=O